CC1=C(OC(O1)=O)COC(=O)C1=C(C=C(C=C1)C1=CC(=C(C=C1)F)F)N1C(C2=CC(=CC=C2C1)C=1N=NNC1)=O 3',4'-Difluoro-3-[1-oxo-6-(1H-[1,2,3]triazol-4-yl)-1,3-dihydro-isoindol-2-yl]-biphenyl-4-carboxylic acid (5-methyl-2-oxo-[1,3]dioxol-4-yl)methyl ester